benzyl-5-(trifluoromethoxy)spiro[indan-2,4'-piperidine] C(C1=CC=CC=C1)N1CCC2(CC1)CC1=CC=C(C=C1C2)OC(F)(F)F